ClC=1C=C(C(=O)O)C=C(C1)C1=NOC(=N1)C 3-chloro-5-(5-methyl-1,2,4-oxadiazol-3-yl)benzoic acid